N-(2-(1-((2-(2,6-dioxopiperidin-3-yl)-7-fluoro-1-oxoisoindoline-5-yl)methyl)piperidine-4-yl)-5-(2-hydroxypropan-2-yl)benzo[d]thiazol-6-yl)-6-(trifluoromethyl)pyridine-2-carboxamide O=C1NC(CCC1N1C(C2=C(C=C(C=C2C1)CN1CCC(CC1)C=1SC2=C(N1)C=C(C(=C2)NC(=O)C2=NC(=CC=C2)C(F)(F)F)C(C)(C)O)F)=O)=O